(beta-cyanoethyl)-epsilon-caprolactam C(#N)CCC1C(=O)NCCCC1